N-[4-[3-chloro-4-(4-methylpiperazin-1-yl)phenoxy]-5-isopropyl-6-(2-isopropylphenyl)pyrimidin-2-yl]-1-methyl-pyrazole-4-sulfonamide ClC=1C=C(OC2=NC(=NC(=C2C(C)C)C2=C(C=CC=C2)C(C)C)NS(=O)(=O)C=2C=NN(C2)C)C=CC1N1CCN(CC1)C